NC1=NC(=C(C=C1C=1C=C2CC(NC(C2=CC1)=O)CN(C)C)Br)F 6-(2-amino-5-bromo-6-fluoropyridin-3-yl)-3-((dimethylamino)methyl)-3,4-dihydroisoquinolin-1(2H)-one